N-(cyclobutylmethyl)-9H-fluoren-9-imine C1(CCC1)CN=C1C2=CC=CC=C2C=2C=CC=CC12